C1(=CCCCC1)C=1C=NC(=NC1)N1CCN(CC1)C(=O)OC(C)(C)C tert-Butyl 4-(5-(cyclohex-1-en-1-yl)pyrimidin-2-yl)piperazine-1-carboxylate